C(C)(=O)O.C1C(C)O1 propyleneether acetate